3-((1-(4-fluoro-3-(trifluoromethyl)phenyl)cyclopropyl)amino)azetidine-1-carboxylic acid tert-butyl ester C(C)(C)(C)OC(=O)N1CC(C1)NC1(CC1)C1=CC(=C(C=C1)F)C(F)(F)F